C(CCCCC)(=O)NCCCN(C)C caproamidopropyl-dimethylamine